C1=CC=C(C=2OC3=C(C21)C=CC=C3)C3=CC=CC=2C1=CC=CC=C1N(C32)B(O)O dibenzofuran-4-yl-9H-carbazole-9-boronic Acid